(S)-3-(6-chloro-4-(4-fluoro-2,6-dimethylphenyl)pyridin-2-yl)-3-((S*)-2-(5-(2-(dimethylamino)ethyl)-2-oxo-4-(trifluoromethyl)pyridin-1(2H)-yl)-4-methylpentanamido)propanoic acid ClC1=CC(=CC(=N1)[C@H](CC(=O)O)NC([C@H](CC(C)C)N1C(C=C(C(=C1)CCN(C)C)C(F)(F)F)=O)=O)C1=C(C=C(C=C1C)F)C |o1:14|